2-[1-[4-[6-[cyclopropyl-(methoxy)methyl]-2-pyridinyl]-2,6-difluoro-phenyl]-4-piperidinyl]acetic acid C1(CC1)C(C1=CC=CC(=N1)C1=CC(=C(C(=C1)F)N1CCC(CC1)CC(=O)O)F)OC